(2S)-2-amino-1-(3-bromo-5-chloro-7-{[(1,3-thiazol-2-yl)methyl]amino}thieno[3,2-b]pyridin-2-yl)propan-1-one N[C@H](C(=O)C1=C(C2=NC(=CC(=C2S1)NCC=1SC=CN1)Cl)Br)C